N[C@@H](CCCN)C(=O)O L-Ornithine